Methyl (S)-2-(2-(1-(3-(3-fluorophenyl)propanoyl)piperidin-4-yl)acetamido)-3-(4-methoxyphenyl)propanoate FC=1C=C(C=CC1)CCC(=O)N1CCC(CC1)CC(=O)N[C@H](C(=O)OC)CC1=CC=C(C=C1)OC